CC(C)(S(=O)(=O)C)C=1SC(=CN1)C(=O)O 2-(1-methyl-1-methanesulfonyl-ethyl)thiazole-5-carboxylic acid